C1(CC1)CN1C(=CC=2C1=NC=CC2)C2=NC1=C(N2C2CN(C2)S(=O)(=O)C)C(=CC(=C1)C(=O)N1[C@@H]2CC[C@H](C1)[C@H]2N)OC (1R,4R,7R)-2-{2-[1-(cyclopropylmethyl)-1H-pyrrolo[2,3-b]pyridin-2-yl]-1-(1-methanesulfonylazetidin-3-yl)-7-methoxy-1H-1,3-benzodiazole-5-carbonyl}-2-azabicyclo[2.2.1]heptan-7-amine